Oxo-1,2-dihydro-1,5-naphthyridine-3-carbonitrile O=C1NC2=CC=CN=C2C=C1C#N